ClC1=NC(=C(CN2CCC(CC2)=O)C=C1)C 1-(6-chloro-2-methylnicotinyl)piperidin-4-one